(4-(4-fluoro-3-trifluoromethyl-phenoxy)-2,5-dimethyl-phenyl)-N-ethyl-N-methyl-formamidine FC1=C(C=C(OC2=CC(=C(C=C2C)C(=N)N(C)CC)C)C=C1)C(F)(F)F